C12CNCC(CC1)N2C=2SC1=C(N2)C(=CC(=C1)C(=O)NC1CCCC1)CCO 2-(3,8-diazabicyclo[3.2.1]octan-8-yl)-N-cyclopentyl-4-(2-hydroxyethyl)benzo[d]thiazole-6-carboxamide